CC=1N=C2N(C=C(C=C2C)C2=CC3=C(N=C(S3)OC3CCNCC3)C(=C2)F)C1 6-(2,8-dimethylimidazo[1,2-a]pyridin-6-yl)-4-fluoro-2-[(piperidin-4-yl)oxy]-1,3-benzothiazole